tert-butyl (1-(4-(2-isopropylphenyl)-4-((2-methoxy-4-methylphenyl)carbamoyl)piperidine-1-carbonyl)cyclopropyl)carbamate C(C)(C)C1=C(C=CC=C1)C1(CCN(CC1)C(=O)C1(CC1)NC(OC(C)(C)C)=O)C(NC1=C(C=C(C=C1)C)OC)=O